BrC=1C=CC=C2CC(C(OC12)C1=C(C=C(C=C1)Cl)F)O 8-Bromo-2-(4-chloro-2-fluorophenyl)chroman-3-ol